FC(C1=NN=C(O1)C1=CC=C(CN2N=C(N=N2)C2=CC=C(C(=O)N)C=C2)C=C1)F 4-(2-(4-(5-(difluoromethyl)-1,3,4-oxadiazol-2-yl)benzyl)-2H-tetrazol-5-yl)benzamide